NC=1C=C(C=CC1[N+](=O)[O-])N1CCN(CC1)CC1CN(CCC1)C=1C=C2C(N(C(C2=CC1)=O)C1C(NC(CC1)=O)=O)=O 5-(3-((4-(3-Amino-4-nitrophenyl)piperazin-1-yl)methyl)piperidin-1-yl)-2-(2,6-dioxopiperidin-3-yl)isoindoline-1,3-dione